(E)-3-(3-bromo-4-hydroxyphenyl)-2-hydroxyimino-N-propylpropionamide BrC=1C=C(C=CC1O)C\C(\C(=O)NCCC)=N/O